C(C)C1=C(C(=C(C=C1)O)OCCCCCC)CC di-ethylhexyloxyphenol